trans-(1r,4r)-4-((4-(3-cyclopropylphenyl)-5-fluoropyrimidin-2-yl)amino)cyclohexane-1-carboxamide C1(CC1)C=1C=C(C=CC1)C1=NC(=NC=C1F)N[C@@H]1CC[C@H](CC1)C(=O)N